ClC=1C=CC(=C(C(=O)OC)C1)S(N[C@@H](C(C)C1=C(C(=CC=C1F)C)C)C=1OC(NN1)=O)(=O)=O methyl 5-chloro-2-(N-((1S)-2-(6-fluoro-2,3-dimethylphenyl)-1-(5-oxo-4,5-dihydro-1,3,4-oxadiazol-2-yl)propyl)sulfamoyl)benzoate